(S)-N-(1-((3-chloro-5-trifluoromethylpyridin-2-yl)oxy)but-2-yl)-5-chloro-2-methyl-6-difluoromethylpyrimidin-4-amine ClC=1C(=NC=C(C1)C(F)(F)F)OC[C@H](CC)NC1=NC(=NC(=C1Cl)C(F)F)C